2-{1-[2-(Trifluoromethyl)pyridin-4-yl]azetidin-3-yl}-1-[1,6,7-trimethyl-4-(methylamino)-1,3-dihydro-2H-pyrrolo[3,4-c]pyridin-2-yl]ethanon FC(C1=NC=CC(=C1)N1CC(C1)CC(=O)N1CC=2C(=NC(=C(C2C1C)C)C)NC)(F)F